[6-(3-cyclopropyl-1,2,4-triazol-1-yl)-2-azaspiro[3.3]heptan-2-yl]-[8-[[1-(trifluoromethyl)cyclopropyl]methoxy]-5-azaspiro[2.5]octan-5-yl]methanone C1(CC1)C1=NN(C=N1)C1CC2(CN(C2)C(=O)N2CC3(CC3)C(CC2)OCC2(CC2)C(F)(F)F)C1